[2-[6-[3-(6-methyl-2-pyridyl)-1H-pyrazol-4-yl]-1,5-naphthyridin-3-yl]oxazol-4-yl]methanol CC1=CC=CC(=N1)C1=NNC=C1C=1N=C2C=C(C=NC2=CC1)C=1OC=C(N1)CO